lithium 2,4,6-trimethylbenzoyl phosphinate [PH2](OC(C1=C(C=C(C=C1C)C)C)=O)=O.[Li]